OCCC1(OCCO1)CCOC1=C(C=CC(=C1)C)S(=O)(=O)N1[C@@H](CCC1)C(=O)OC Methyl ((2-(2-(2-(2-hydroxyethyl)-1,3-dioxolan-2-yl)ethoxy)-4-methylphenyl)sulfonyl)-L-prolinate